N-(2-benzyl-1H-benzoimidazol-5-yl)adamantane-1-carboxamide C(C1=CC=CC=C1)C1=NC2=C(N1)C=CC(=C2)NC(=O)C21CC3CC(CC(C2)C3)C1